ClC1=C2OC=3C=C(C=CC3C(C2=CC=C1)=O)N1CC(C(C1)(C)C)C(=O)O 1-(5-chloro-9-oxo-xanthen-3-yl)-4,4-dimethyl-pyrrolidine-3-carboxylic acid